1-(1-(5-(pyrrolidin-1-yl)pyridin-3-yl)-1H-pyrazol-4-yl)ethan-1-one N1(CCCC1)C=1C=C(C=NC1)N1N=CC(=C1)C(C)=O